C(#N)C1(CC1)C1=NN(C(=C1I)C(=O)OCC)CC1(CC(C1)(F)F)C Ethyl 3-(1-cyanocyclopropyl)-1-((3,3-difluoro-1-methylcyclobutyl)methyl)-4-iodo-1H-pyrazole-5-carboxylate